2-chloro-3-(2,2-difluoro-1-((tetrahydro-2H-pyran-2-yl)oxy)ethyl)pyridine ClC1=NC=CC=C1C(C(F)F)OC1OCCCC1